methyl 2-(2-tert-butoxycarbonyl-2-azaspiro[3.3]heptan-7-yl)-8-fluoro-3,4-dihydro-1H-isoquinoline-6-carboxylate C(C)(C)(C)OC(=O)N1CC2(C1)CCC2N2CC1=C(C=C(C=C1CC2)C(=O)OC)F